COC(C1=C(C=CC=C1)C1=NC(=NC=C1C)NC=1C=NN(C1)C1CCC(CC1)C#N)=O (2-((1-(4-cyanocyclohexyl)-1H-pyrazol-4-yl)amino)-5-methylpyrimidin-4-yl)benzoic acid methyl ester